tert-butyl N-[(3R)-5-[(4-chlorophenyl)methyl]-8-fluoro-7-[5-(5-methyl-1,3,4-oxadiazol-2-yl)-1,2,4-oxadiazol-3-yl]-4-oxo-2,3-dihydro-1,5-benzothiazepin-3-yl]carbamate ClC1=CC=C(C=C1)CN1C([C@H](CSC2=C1C=C(C(=C2)F)C2=NOC(=N2)C=2OC(=NN2)C)NC(OC(C)(C)C)=O)=O